6-(6-(1-((1R,2R,3R,5R)-2-fluoro-1,5-dimethyl-8-azabicyclo[3.2.1]oct-6-en-3-yl)vinyl)pyridazin-3-yl)isoquinolin-7-ol F[C@H]1[C@]2(C=C[C@@](C[C@@H]1C(=C)C1=CC=C(N=N1)C=1C=C3C=CN=CC3=CC1O)(N2)C)C